C(C)N1C(=NN(C1=O)C=1C=C2C(=CN(C(C2=CC1F)=O)C(CC)CC)C(C)C)CO 6-(4-ethyl-3-(hydroxymethyl)-5-oxo-4,5-dihydro-1H-1,2,4-triazol-1-yl)-7-fluoro-4-isopropyl-2-(pent-3-yl)isoquinolin-1(2H)-one